N-ethyl-N,2-dimethyl-2-hydroxy-propionamide C(C)N(C(C(C)(O)C)=O)C